3,4-diphenyl-1,2-cyclobutanedicarboxylic acid C1(=CC=CC=C1)C1C(C(C1C1=CC=CC=C1)C(=O)O)C(=O)O